3-(3-fluorobicyclo[1.1.1]pentane-1-yl)urea FC12CC(C1)(C2)NC(N)=O